OC1=CC=C2CC(C(C2=C1)=O)=CC1=CSC=C1 6-hydroxy-2-(thiophen-3-ylmethylene)-2,3-dihydro-1H-inden-1-one